3-(((2-fluorophenyl)(methyl)(oxo)-λ6-sulfanylidene)amino)-N'-hydroxy-2-(trifluoromethyl)imidazo[1,2-a]pyridine-7-carboximidamide FC1=C(C=CC=C1)S(=O)(C)=NC1=C(N=C2N1C=CC(=C2)C(N)=NO)C(F)(F)F